2-(dichlorophosphoryl)dibenzofuran ClP(=O)(Cl)C1=CC2=C(OC3=C2C=CC=C3)C=C1